Benzyl 3-(N-((1,2,3,5,6,7-hexahydro-s-indacen-4-yl)carbamoyl)sulfamoyl)azetidine-1-carboxylate, Potassium Salt [K].C1CCC2=C(C=3CCCC3C=C12)NC(=O)NS(=O)(=O)C1CN(C1)C(=O)OCC1=CC=CC=C1